C1(=CC=CC=2OC3=C(C21)C=CC=C3)N dibenzo[d,b]furan-1-amine